C(C)(=O)OCCCCCCCCCCC\C=C\CC (E)-12-Pentadecenyl acetate